1,2-dimethyl-7-(4-methyl-1-piperazinyl)quinolin-1-ium iodide [I-].C[N+]1=C(C=CC2=CC=C(C=C12)N1CCN(CC1)C)C